NC[C@H]1C(NCC(N1)=O)=O (3S)-3-(aminomethyl)piperazine-2,5-dione